ICC(=O)NC1=CC=C(C=C1)C(F)(F)F iodo-N-(4-(trifluoromethyl)phenyl)acetamide